Cl.ClC=1C=CC(=C(CN2C[C@H](CC2)N)C1)OCC (S)-1-(5-chloro-2-ethoxybenzyl)pyrrolidin-3-amine hydrochloride